3,6-dimethyl-2-methylsulfanyl-8-[(1R)-1-(2-methylsulfonylanilino)ethyl]quinazolin-4-one CN1C(=NC2=C(C=C(C=C2C1=O)C)[C@@H](C)NC1=C(C=CC=C1)S(=O)(=O)C)SC